tert-Butyl ((1-(2-methoxy-5-(methylsulfonyl)phenyl)-6-(pyrazolo[1,5-a]pyrimidin-3-yl)-1H-pyrazolo[4,3-c]pyridin-3-yl)methyl)(methyl)carbamate COC1=C(C=C(C=C1)S(=O)(=O)C)N1N=C(C=2C=NC(=CC21)C=2C=NN1C2N=CC=C1)CN(C(OC(C)(C)C)=O)C